methyl 6-bromo-3-(2-oxopropoxy)benzofuran-2-carboxylate BrC1=CC2=C(C(=C(O2)C(=O)OC)OCC(C)=O)C=C1